(4-trifluoromethylphenyl)palladium bromide FC(C1=CC=C(C=C1)[Pd]Br)(F)F